5-methyl-6-oxo-8-(4-(4-pentylphenoxy)piperidin-1-yl)-5,6-dihydro-1,5-naphthyridine-2-carbonitrile CN1C=2C=CC(=NC2C(=CC1=O)N1CCC(CC1)OC1=CC=C(C=C1)CCCCC)C#N